CC1=NC(=NC=C1)OC1=C(C#N)C=C(C=C1)B1OC(C(O1)(C)C)(C)C 2-((4-methylpyrimidin-2-yl)oxy)-5-(4,4,5,5-tetramethyl-1,3,2-dioxaborolan-2-yl)benzonitrile